CC(CC(C)O)(C)OOC(C)(C)C 4-methyl-4-(tert-butylperoxy)-2-pentanol